NC=1N=CC(=NC1OC(C)C1=C(C(=CC=C1F)F)Cl)C=1C=C(C(=O)NCCN2CCOCC2)C=CC1 3-{5-amino-6-[1-(2-chloro-3,6-difluoro-phenyl)-ethoxy]-pyrazin-2-yl}-N-(2-morpholin-4-yl-ethyl)-benzamide